ClC1=C(C=C(OCCCC2N(C(C=3N(C=4C(=CC=CC4C3)C=3C(=NNC3C)C)CC2)=O)C=2C=CC=C3C=CC=NC23)C=C1C)C 3-(4-chloro-3,5-dimethylphenoxy)propyl-7-(3,5-dimethyl-1H-pyrazol-4-yl)-2-(quinolin-8-yl)-2,3,4,5-tetrahydro-1H-[1,4]diazepino[1,2-a]indol-1-one